chloro-3,3,4,4,5,5-hexafluorocyclopentene ClC1=CC(C(C1(F)F)(F)F)(F)F